N1C(CCCC1)CCNCCN N-2-piperidylethylethylenediamine